3-(2-oxocyclohexyl)propionitrile O=C1C(CCCC1)CCC#N